Tetramethylammonium fluorid [F-].C[N+](C)(C)C